2-fluoro-3,4-diethoxy-6-nitrobenzoic acid FC1=C(C(=O)O)C(=CC(=C1OCC)OCC)[N+](=O)[O-]